6-(ethyl(methyl)amino)pyrimidin C(C)N(C1=CC=NC=N1)C